ClC1=C(C(=O)O)C(=CC=C1F)I 2-chloro-3-fluoro-6-Iodobenzoic acid